ClC1=CN=C(S1)C=O 5-CHLOROTHIAZOLE-2-CARBALDEHYDE